4-(3-Chloro-2-fluoro-6-methoxyphenyl)-N-(4-(2-hydroxypropyl)-5-oxo-4,5-dihydro-1,3,4-thiadiazol-2-yl)-6-methylnicotinamide ClC=1C(=C(C(=CC1)OC)C1=CC(=NC=C1C(=O)NC=1SC(N(N1)CC(C)O)=O)C)F